(4-(7-methoxy-1,3,4,5-tetrahydro-2H-benzo[c]azepin-2-yl)-2,6-dimethylphenyl)-3,3-dimethylbutyramide COC1=CC2=C(CN(CCC2)C2=CC(=C(C(=C2)C)C(C(=O)N)C(C)(C)C)C)C=C1